C1(=CC=C(C=C1)CCN)CCN 1,4-benzenediethylamine